ammonium propanedisulfonate C(CCS(=O)(=O)[O-])S(=O)(=O)[O-].[NH4+].[NH4+]